4-(2-bromo-5-ethyl-7-oxo-4,7-dihydro-[1,2,4]triazolo[1,5-a]pyrimidin-6-yl)piperazine-1-carboxylic acid tert-butyl ester C(C)(C)(C)OC(=O)N1CCN(CC1)C1=C(NC=2N(C1=O)N=C(N2)Br)CC